COC(=O)C1=NC(=C(C=C1N)C(F)(F)F)C1=C(C=C(C=C1)Cl)Cl 3-Amino-6-(2,4-dichloro-phenyl)-5-trifluoromethyl-pyridine-2-carboxylic acid methyl ester